2-(5-(6-ethoxy-1H-pyrazolo[3',4':3,4]pyrazolo[1,5-a]pyridin-4-yl)pyridin-2-yl)-2,8-diazaspiro[4.5]decane-8-carboxylic acid tert-butyl ester C(C)(C)(C)OC(=O)N1CCC2(CCN(C2)C2=NC=C(C=C2)C=2C=3N(C=C(C2)OCC)N=C2C3C=NN2)CC1